octadecanoic acid, Octadecyl ester C(CCCCCCCCCCCCCCCCC)(=O)OCCCCCCCCCCCCCCCCCC